(S)-1-(2-((4-(2-(4-(4-chlorophenyl)-2,3,9-trimethyl-6H-thieno[3,2-f][1,2,4]triazolo[4,3-a][1,4]diazepin-6-yl)ethyl)piperazin-1-yl)methyl)phenyl)dihydropyrimidine-2,4(1H,3H)-dione ClC1=CC=C(C=C1)C1=N[C@H](C=2N(C3=C1C(=C(S3)C)C)C(=NN2)C)CCN2CCN(CC2)CC2=C(C=CC=C2)N2C(NC(CC2)=O)=O